C(C)(=O)N1CCN(CC1)C(=O)C=1C(=CC(=C(C1)SC1=CN=C(S1)NC(C1=CC=C(C=C1)N1CCN(CC1)CCCCCCCN)=O)C)OC N-(5-((5-(4-acetylpiperazine-1-carbonyl)-4-methoxy-2-methylphenyl)thio)thiazol-2-yl)-4-(4-(7-aminoheptyl)piperazin-1-yl)benzamide